FC(C1=CC=C(C=C1)N1C=C(C2=CC=CC=C12)NC(OC(C)(C)C)=O)(F)F tert-butyl (1-(4-(trifluoromethyl)phenyl)-1H-indol-3-yl)carbamate